BrC1=NN(C(=C1[N+](=O)[O-])Br)C 3,5-dibromo-1-methyl-4-nitro-pyrazole